4-chloro-6-(difluoromethyl)pyridine-3-carboxylic acid ClC1=C(C=NC(=C1)C(F)F)C(=O)O